4-cyanobenzenepropanal C(#N)C1=CC=C(C=C1)CCC=O